2-(6-trifluoromethylbenzo[d]thiazol-2-yl)aniline FC(C1=CC2=C(N=C(S2)C2=C(N)C=CC=C2)C=C1)(F)F